ethyl 3-{3-[(6-hydroxy-2,2-dioxo-2H-1,2λ6,3-benzoxathiazin-3(4H)-yl)methyl]-4-methylphenyl}-3-(1-{2-[(2-hydroxyethyl)(phenyl)amino]ethyl}-4-methyl-1H-benzotriazol-5-yl)propanoate OC=1C=CC2=C(CN(S(O2)(=O)=O)CC=2C=C(C=CC2C)C(CC(=O)OCC)C2=C(C3=C(N(N=N3)CCN(C3=CC=CC=C3)CCO)C=C2)C)C1